(RS)-2,3-dimethyl-4-(3-(N-methylvinylsulfonylamino)piperidin-1-yl)-1H-indole-7-carboxamide CC=1NC2=C(C=CC(=C2C1C)N1C[C@@H](CCC1)NS(=O)(=O)C=CC)C(=O)N |r|